{7-[(3-hydroxyoxetan-2-yl)methyl]-6,7,8,9-tetrahydro-3H-pyrrolo[3,2-f]isoquinolin-2-yl}methanone OC1C(OC1)CN1CC2=CC=C3C(=C2CC1)C=C(N3)C=O